3-(tert-butyl)-N-(piperidin-4-ylmethyl)-1,2,4-oxadiazole-5-carboxamide hydrochloride Cl.C(C)(C)(C)C1=NOC(=N1)C(=O)NCC1CCNCC1